8-Cyclopentyl-2-((2-methoxy-4-(4-methylpiperazin-1-yl)phenyl)amino)-6-methylpyrido[2,3-d]pyrimidine C1(CCCC1)N1CC(=CC2=C1N=C(N=C2)NC2=C(C=C(C=C2)N2CCN(CC2)C)OC)C